C(C)(C)(C)OC(=O)C=1NC2=CC=CC(=C2C1)NC([C@H](CC1=CC=C(C=C1)N1C(CN(CC1)C1COCC1)=O)N)=O (S)-4-(2-amino-3-(4-(4-(tetrahydrofuran-3-yl)-2-oxopiperazin-1-yl)phenyl)propanamido)-1H-indole-2-oic acid tert-butyl ester